ClC1=NC2=C(C=C(C=C2C=N1)OC(F)(F)F)F chloro-8-fluoro-6-(trifluoromethoxy)quinazoline